(3-(4-(((2-ethoxy-2-oxoethyl)amino)methyl)-1H-1,2,3-triazol-1-yl)propoxy)-2,2'-dimethyl-[1,1'-biphenyl] C(C)OC(CNCC=1N=NN(C1)CCCOC=1C(=C(C=CC1)C1=C(C=CC=C1)C)C)=O